3-(3-(1-(2-(2-fluoro-5-((6-fluoro-4-methyl-1H-indol-5-yl)oxy)phenyl)-1H-imidazol-4-yl)cyclohexyl)phenyl)propanoic acid FC1=C(C=C(C=C1)OC=1C(=C2C=CNC2=CC1F)C)C=1NC=C(N1)C1(CCCCC1)C=1C=C(C=CC1)CCC(=O)O